1-methyl-2-(2-(2-phenyl-1,3-dithian-2-yl)vinyl)-pyrrole CN1C(=CC=C1)C=CC1(SCCCS1)C1=CC=CC=C1